NC1=NC=CC(=C1)C=1C=C(C=C(C1)Cl)[C@H]1N(CCOC1)C(=O)OC(C)(C)C tert-butyl (R)-3-(3-(2-aminopyridin-4-yl)-5-chlorophenyl)morpholine-4-carboxylate